2-bromo-4-{6,6-difluoro-3-azabicyclo[3.1.0]hex-3-yl}benzaldehyde BrC1=C(C=O)C=CC(=C1)N1CC2C(C2C1)(F)F